10-(2-(2-((1R,4R)-2-oxa-5-azabicyclo[2.2.1]heptan-5-yl)ethoxy)ethyl)-3,7-dibromo-8-methyl-10H-benzo[b]pyrido[2,3-e][1,4]oxazine [C@H]12OC[C@H](N(C1)CCOCCN1C3=C(OC4=C1N=CC(=C4)Br)C=C(C(=C3)C)Br)C2